2-(4-isopropyl-5-(8-methyl-[1,2,4]triazolo[1,5-a]pyridin-6-yl)-1H-pyrazol-3-yl)-N-(2-methoxyethyl)benzo[d]thiazol-6-amine C(C)(C)C=1C(=NNC1C=1C=C(C=2N(C1)N=CN2)C)C=2SC1=C(N2)C=CC(=C1)NCCOC